ethyl (E)-3-(4-amino-5-chloro-1-(2-methyl-2H-indazol-5-yl)-6-oxo-1,6-dihydropyridazin-3-yl)acrylate NC=1C(=NN(C(C1Cl)=O)C1=CC2=CN(N=C2C=C1)C)/C=C/C(=O)OCC